OC1=CC=C(C=C1)CC(=O)NCCCN1CCN(CC1)CCCNC(CC1=CC=C(C=C1)O)=O 2-(4-hydroxyphenyl)-N-[3-[4-[3-[[2-(4-hydroxyphenyl)acetyl]amino]propyl]piperazin-1-yl]propyl]acetamide